FC1(CC(C1)COC[C@H]1CN(CCC1)C1CCN(CC1)C=1SC(=CN1)C(=O)NCC1=NC=C(C=C1F)F)F |r| rac-2-(3-{[(3,3-Difluorocyclobutyl)methoxy]methyl}[1,4'-bipiperidin]-1'-yl)-N-[(3,5-difluoropyridin-2-yl)methyl]-1,3-thiazole-5-carboxamide